C(C)N1C2=CC=C(C=C2C=2C=CC=CC12)C(C1=C(C=C(C=C1)C1OC(OC1)(C)C)C)=O 9-ethyl-6-{2-methyl-4-(2,2-dimethyl-1,3-dioxolanyl)benzoyl}-9H-carbazole